C(C#C)OC(C1=NC(=C(C(=C1Cl)N)F)C1=CC=C2C=CNC2=C1F)=O 4-amino-3-chloro-5-fluoro-6-(7-fluoro-1H-indol-6-yl)picolinic acid prop-2-yn-1-yl ester